(S)-2-(5-(3-((2-chloro-5-((1-(2,2,2-trifluoroethyl)-1H-pyrazol-4-yl)ethynyl)pyridin-4-yl)amino)-2-fluoropropoxy)-1-methyl-1H-pyrazol-4-yl)pyrimidin-4-amine ClC1=NC=C(C(=C1)NC[C@@H](COC1=C(C=NN1C)C1=NC=CC(=N1)N)F)C#CC=1C=NN(C1)CC(F)(F)F